2-chloro-N-(3-(4'-(dimethylamino)-[1,1'-biphenyl]-4-yl)propyl)-6-methylthieno[2,3-d]pyrimidin-4-amine ClC=1N=C(C2=C(N1)SC(=C2)C)NCCCC2=CC=C(C=C2)C2=CC=C(C=C2)N(C)C